BrC=1C=C2N(N=CC(=C2Cl)C(=NC2=C(C=CC=C2Cl)Cl)N)C1 6-bromo-4-chloro-N'-(2,6-dichlorophenyl)pyrrolo[1,2-b]pyridazine-3-carboxamidine